O=C1NC2=CC=CN=C2C=C1C#N 2-oxo-1,2-dihydro-1,5-naphthyridin-3-carbonitrile